5-bromopentyl-trimethoxysilane tert-butyl-7-(difluoromethyl)-6-(4-(3-hydroxynaphthalen-1-yl)-7,7-dimethyl-5,6,7,8-tetrahydroquinazolin-2-yl)-2,6-diazaspiro[3.4]octane-2-carboxylate C(C)(C)(C)OC(=O)N1CC2(C1)CN(C(C2)C(F)F)C2=NC=1CC(CCC1C(=N2)C2=CC(=CC1=CC=CC=C21)O)(C)C.BrCCCCC[Si](OC)(OC)OC